2-(azepan-1-yl)-4-((4-(2-morpholinoethoxy)phenyl)amino)pyrimido[4,5-d]pyridazin-5(6H)-one N1(CCCCCC1)C=1N=C(C2=C(C=NNC2=O)N1)NC1=CC=C(C=C1)OCCN1CCOCC1